C(=O)(O)C1=CC=C(OC2=CC=C(C=C2)OC2=CC=C(C=C2)C(=O)O)C=C1 1,4-bis(4-carboxyphenoxy)benzene